tert-butyl (S)-4-((1-(4-((4-cyclopropyl-1,5-naphthyridin-3-yl)amino)phenyl)-2,2,2-trifluoroethyl)(methyl)carbamoyl)piperidine-1-carboxylate C1(CC1)C1=C(C=NC2=CC=CN=C12)NC1=CC=C(C=C1)[C@@H](C(F)(F)F)N(C(=O)C1CCN(CC1)C(=O)OC(C)(C)C)C